6-fluoro-5-(1-(2-fluoroethyl)-1H-benzo[d][1,2,3]triazol-6-yl)-4-methoxy-N-(1-(oxetan-3-yl)piperidin-4-yl)pyrrolo[2,1-f][1,2,4]triazin-2-amine FC=1C(=C2C(=NC(=NN2C1)NC1CCN(CC1)C1COC1)OC)C=1C=CC2=C(N(N=N2)CCF)C1